OC=1C=C(CNC(=O)C2=CC3=C(N(C(=N3)NC=3SC4=C(N3)C=CC(=C4)OC(F)(F)F)C)C=C2)C=CC1OC 1-Methyl-2-(6-trifluoromethoxy-benzothiazol-2-ylamino)-1H-benzoimidazole-5-carboxylic acid 3-hydroxy-4-methoxy-benzylamide